[Na].CC(=O)OCCC(C1CCN(CC1)C(C1=CC(=C(C=C1)Cl)N1C(NC(CC1)=O)=O)=O)C(C)(C)C (tert-butyl 3-(1-(4-chloro-3-(2,4-dioxotetrahydropyrimidin-1(2H)-yl) benzoyl) piperidin-4-yl) propyl) (methyl)carboxylate sodium